5-[3,5-bis(trifluoromethyl)phenoxy]-3-bromo-1-(prop-2-yl)-1H-1,2,4-triazole FC(C=1C=C(OC2=NC(=NN2C(C)C)Br)C=C(C1)C(F)(F)F)(F)F